ClC1=C(COC2=CC=CC(=N2)C2CCN(CC2)CC2=NC3=C(N2C[C@H]2OCC2)C=C(C=C3)C(=O)O)C=CC(=C1)C(=O)C1CC1 (S)-2-((4-(6-((2-chloro-4-(cyclopropanecarbonyl)benzyl)oxy)pyridin-2-yl)piperidin-1-yl)methyl)-1-(oxetan-2-ylmethyl)-1H-benzo[d]imidazole-6-carboxylic acid